phenyl ((((R)-1-(6-amino-9H-purin-9-yl)propan-2-yl)oxy)methyl)phosphonochloridate NC1=C2N=CN(C2=NC=N1)C[C@@H](C)OCP(OC1=CC=CC=C1)(=O)Cl